CC=1N=CC2=C(COC=3C2=CC=2C=NNC2C3)N1 3-methyl-5,8-dihydropyrimido[5',4':4,5]pyrano[3,2-f]indazole